2-(3-((6-(benzyloxy)-3-bromoquinolin-5-yl)oxy)propyl) 1-(tert-butyl) (2S,4S)-4-aminopiperidine-1,2-dicarboxylate N[C@@H]1C[C@H](N(CC1)C(=O)OC(C)(C)C)C(=O)OCCCOC1=C2C=C(C=NC2=CC=C1OCC1=CC=CC=C1)Br